5-(4-(1-(2-(4-chlorophenyl)-2,2-difluoroacetyl)azetidin-3-yl)piperazin-1-yl)-2-(2,6-dioxopiperidin-3-yl)isoindoline-1,3-dione ClC1=CC=C(C=C1)C(C(=O)N1CC(C1)N1CCN(CC1)C=1C=C2C(N(C(C2=CC1)=O)C1C(NC(CC1)=O)=O)=O)(F)F